dimethylcarbonyldiimidazole triflate OS(=O)(=O)C(F)(F)F.CC=1N=C(N(C(=O)N2C=NC=C2)C1)C